N1=CC=C(C=C1)C=1C=C(C=CC1)C1=NNC(=C1O)C 3-(3-(pyridin-4-yl)phenyl)-5-methyl-pyrazol-4-ol